2-(1-(1-((1s,4s)-4-isopropylcyclohexyl)piperidin-4-yl)-2-oxoindolin-3-yl)-N'-methyl-acetohydrazide C(C)(C)C1CCC(CC1)N1CCC(CC1)N1C(C(C2=CC=CC=C12)CC(=O)NNC)=O